Cl(=O)(=O)(=O)O.Cl(=O)(=O)(=O)O perchloric acid, perchlorate salt